tert-butyl 7-methylsulfonyloxy-3-oxa-9-azabicyclo[3.3.1]nonane-9-carboxylate CS(=O)(=O)OC1CC2COCC(C1)N2C(=O)OC(C)(C)C